Aluminum L-lactate C([C@@H](O)C)(=O)[O-].[Al+3].C([C@@H](O)C)(=O)[O-].C([C@@H](O)C)(=O)[O-]